5-bromo-N-(4-(2-(2,6-dioxopiperidin-3-yl)-1-oxoisoindolin-4-yl)but-3-yn-1-yl)pyridine-2-sulfonamide BrC=1C=CC(=NC1)S(=O)(=O)NCCC#CC1=C2CN(C(C2=CC=C1)=O)C1C(NC(CC1)=O)=O